NCCN1CCN(CC1)CCN N,N'-bis(aminoethyl)piperazine